N-butyl-N'-(3-(1-isopropylpiperidin-4-yl)-1H-indol-5-yl)thiourea C(CCC)NC(=S)NC=1C=C2C(=CNC2=CC1)C1CCN(CC1)C(C)C